1-((6-((6-(2,6-dichlorophenyl)-8-methyl-7-oxo-7,8-dihydropyrido[2,3-d]pyrimidin-2-yl)amino)pyridazin-3-yl)methyl)-3-methylurea ClC1=C(C(=CC=C1)Cl)C1=CC2=C(N=C(N=C2)NC2=CC=C(N=N2)CNC(=O)NC)N(C1=O)C